tert-butyl ((5-(2-((6-methoxy-2-methylpyrido[2,3-d]pyrimidin-4-yl)thio)acetyl)thiophen-2-yl)methyl)carbamate COC1=CC2=C(N=C(N=C2SCC(=O)C2=CC=C(S2)CNC(OC(C)(C)C)=O)C)N=C1